C(C)(=O)O[C@H]1C[C@@]2([C@@H]3CC[C@@H]4C[C@H](CC[C@@]4([C@H]3CC[C@@]2([C@H]1C=1COC(C1)=O)C)C)NC(=O)NCCN1CCOCC1)O (3S,5R,8R,9S,10S,13R,14S,16S,17R)-14-hydroxy-10,13-dimethyl-3-(3-(2-morpholinoethyl)ureido)-17-(5-oxo-2,5-dihydrofuran-3-yl)hexadecahydro-1H-cyclopenta[a]phenanthren-16-yl acetate